ClC=1C=CC(=C2C=CN(C(C12)=O)C)OC1CC2(CN(C2)CCNC2=C(C=C3C=NN(C3=C2)CC(=O)OC(C)(C)C)F)C1 tert-butyl 2-(6-((2-(6-((8-chloro-2-methyl-1-oxo-1,2-dihydroisoquinolin-5-yl)oxy)-2-azaspiro[3.3]heptan-2-yl)ethyl)amino)-5-fluoro-1H-indazol-1-yl)acetate